C(C)C([C@H](NCCC[SiH2]C(OC)OC)C(=O)O)(C(=O)O)CC diethyl-N-(3-dimethoxymethylsilylpropyl)aspartic acid